FC(CN1C=CC2=CC=CC=C12)(F)F (2,2,2-trifluoroethyl)-1H-indol